C(C)C(C(=O)OCC1CCN(CC1)CCCCOC1=C(C(=CC=C1)Br)C)NC1=CC(CC(C1)(C)C)=NC1=CC=CC=C1 [1-[4-(3-bromo-2-methyl-phenoxy)butyl]-4-piperidyl]methanol ethyl-2-[[5,5-dimethyl-3-phenylimino-cyclohexen-1-yl]amino]acetate